C1(CCC1)(C(=O)OCC)C(=O)[O-] 1-cyclobutanedicarboxylic acid, 1-ethyl ester